CC=1SC(=CN1)CNC N-(2-methylthiazol-5-ylmethyl)methylamine